CC1(OBOC1(C)C)C 4,4,5,5-tetramethyl-1,3,2-dioxaborol